cis-methyladenosine C[C@@]1([C@H](O)[C@H](O)[C@@H](CO)O1)N1C=NC=2C(N)=NC=NC12